(2S,11S)-6-bromo-11-[(tert-butoxycarbonyl)amino]-12-oxo-1-azatricyclo[6.4.1.0^{4,13}]trideca-4(13),5,7-triene-2-carboxylic acid BrC1=CC=2C[C@H](N3C([C@H](CCC(=C1)C32)NC(=O)OC(C)(C)C)=O)C(=O)O